ethyl 2-bromo-5-oxo-4,5-dihydrothieno[3,2-b]pyridine-6-carboxylate BrC1=CC=2NC(C(=CC2S1)C(=O)OCC)=O